methyl 1H-1,2,4-triazole-5-carboxylate N1N=CN=C1C(=O)OC